FC=1C=CC2=C(CCO2)C1CNC1=NC=C(C=2N1C=C(N2)C(=O)N)C=2C(=NN(C2)C(C)C)C 5-(((5-fluoro-2,3-dihydrobenzofuran-4-yl)methyl)amino)-8-(1-isopropyl-3-methyl-1H-pyrazol-4-yl)imidazo[1,2-c]pyrimidine-2-carboxamide